1-(((3S)-1-((3-cyano-1-azetidinyl)sulfonyl)-3-piperidinyl)carbonyl)-N-(4-fluoro-3-methylbenzyl)-D-prolinamide C(#N)C1CN(C1)S(=O)(=O)N1C[C@H](CCC1)C(=O)N1[C@H](CCC1)C(=O)NCC1=CC(=C(C=C1)F)C